FC1(CN(CC1)C(=O)C1=CC=2C3C(CN(C2N=C1)C1=CC=2N(C=C1)C(N(N2)C)=O)C3)F 7-(6-(3,3-difluoropyrrolidine-1-carbonyl)-1,1a,2,7b-tetrahydro-3H-cyclopropa[c][1,8]naphthyridin-3-yl)-2-methyl-[1,2,4]triazolo[4,3-a]pyridin-3(2H)-one